1,2-bis(diphenylphosphanyl)ethane C1(=CC=CC=C1)P(CCP(C1=CC=CC=C1)C1=CC=CC=C1)C1=CC=CC=C1